FC=1C=C2C=C(C(OC2=CC1O)=O)C(=O)NCCCCCC 6-Fluoro-N-hexyl-7-hydroxy-2-oxo-2H-chromene-3-carboxamide